2,4,4-Trimethylpent-2-en CC(C)=CC(C)(C)C